cobalt ammonium acetate C(C)(=O)[O-].[NH4+].[Co]